ClC1=NC=C(C(=O)NC([2H])([2H])[2H])C(=C1)NC1=CC=CC=2C=3C(C(N(C12)C)C)=CN(N3)C 6-chloro-N-(methyl-d3)-4-((2,4,5-trimethyl-4,5-dihydro-2H-pyrazolo[4,3-c]quinolin-6-yl)amino)nicotinamide